COC1=NC=NC(=C1C1=CC=2C(=CN=C(C2)NC(=O)[C@H]2[C@H](C2)F)N1C([2H])([2H])[2H])OC (1S,2S)-N-(2-(4,6-dimethoxypyrimidin-5-yl)-1-(methyl-d3)-1H-pyrrolo[2,3-c]pyridin-5-yl)-2-fluorocyclopropane-1-carboxamide